5-((((2'-(3-((3-((2,6-diazaspiro[3.3]heptan-2-yl)methyl)-2-fluorophenyl)amino)-2-chlorophenyl)-3'-chloro-6-methoxy-[2,4'-bipyridin]-5-yl)methyl)amino)methyl)pyrrolidin-2-one C1N(CC12CNC2)CC=2C(=C(C=CC2)NC=2C(=C(C=CC2)C2=NC=CC(=C2Cl)C2=NC(=C(C=C2)CNCC2CCC(N2)=O)OC)Cl)F